Cl.CN(C)CC1CN(CCC1(O)C=1C=C(C(=O)N)C=CC1)CCC1=CC=C(C=C1)O syn-3-(3-((Dimethylamino)methyl)-4-hydroxy-1-(4-hydroxyphenethyl)-piperidin-4-yl)benzamide hydrochloride